tert-butyl (2-chloro-5-(trifluoromethyl)pyridin-4-yl)carbamate ClC1=NC=C(C(=C1)NC(OC(C)(C)C)=O)C(F)(F)F